C(C)CS(=O)(=O)O.CC=1C=CC=C(C1)C 3,5-dimethylbenzene ethyl-methanesulfonate